1-(azetidin-3-ylmethyl)-7-chloro-4-(2-(dimethylamino)ethyl)-6-(3-hydroxynaphthalen-1-yl)quinoxalin-2,3(1H,4H)-dione N1CC(C1)CN1C(C(N(C2=CC(=C(C=C12)Cl)C1=CC(=CC2=CC=CC=C12)O)CCN(C)C)=O)=O